C(C1CO1)OCCOCC1CO1 monoethylene glycol diglycidyl ether